O=C(CCCCCCCC(=O)OC(CCCCCCCC)CCCCCCCC)CCCCCCC Heptadecan-9-Yl 9-Oxohexadecanoate